OC1(CC1)C(=O)NC1CC(CCC1)C(=O)N 3-(1-hydroxycyclopropanecarboxamido)cyclohexanecarboxamide